6-(5-chloro-6-methoxypyridin-2-yl)-3-(methylsulfanyl)-1,2,4-triazine ClC=1C=CC(=NC1OC)C1=CN=C(N=N1)SC